Cl.C(C1=CC=CC=C1)OC(=O)C(CCCC)CC Heptane-5-carboxylic acid benzyl ester hydrochloride